CC1=C(N=NC(=C1)O)O 4-methyl-3,6-dihydroxypyridazine